C1(CCCC1)OCCCCCCC1=CC=C(C=C1)NC(=O)N1CCN(CC1)C(=O)OC(C)(C)C tert-butyl 4-((4-(6-(cyclopentyloxy)hexyl)phenyl)carbamoyl)piperazine-1-carboxylate